FC1C(CCCC1)P(OCC1CCCCC1)([O-])=O cyclohexylmethyl (2-fluorocyclohexyl)phosphonate